ClC1=C(N)C=CC(=C1Cl)C 2,3-dichloro-4-methylaniline